FC1=C(C(=CC=C1)C)N1CCC(CC1)N1C(N(C=2C(C1C)=CN(N2)C2OCCCC2)CC2=C(C=CC=C2)C(F)(F)F)=O 5-[1-(2-Fluoro-6-methyl-phenyl)-piperidin-4-yl]-4-methyl-2-(tetrahydro-pyran-2-yl)-7-(2-trifluoromethyl-benzyl)-2,4,5,7-tetrahydro-pyrazolo[3,4-d]pyrimidin-6-on